N,N-dimethyl-4-ethynylaniline CN(C1=CC=C(C=C1)C#C)C